2-(trifluoromethyl)-5-(3-(difluoromethoxy)phenyl)-N-(3-(2,2-difluoropropyl)-1,2,4-thiadiazol-5-yl)furan-3-carboxamide FC(C=1OC(=CC1C(=O)NC1=NC(=NS1)CC(C)(F)F)C1=CC(=CC=C1)OC(F)F)(F)F